COC1=CC=C(COCCOC2=C(C=C(C(=O)O)C=C2)OC)C=C1 4-(2-(4-methoxybenzyloxy)ethoxy)-3-methoxybenzoic acid